2,6-di(2,4-dicarboxyphenyl)-4-(3-carboxyphenyl)pyridine C(=O)(O)C1=C(C=CC(=C1)C(=O)O)C1=NC(=CC(=C1)C1=CC(=CC=C1)C(=O)O)C1=C(C=C(C=C1)C(=O)O)C(=O)O